ON1C(C=CC2=CC=CC=C12)=O HYDROXYQUINOLIN-2(1H)-ONE